Cl.S1C(=CC2=C1C=CC=C2)[C@@H](C)N(C(=O)N)OC(CN(CC)CC)=O |r| (RS)-N-[1-(1-benzothien-2-yl)ethyl]-N-(2-diethylaminoacetoxy)urea hydrochloride